(2R,3S,4S,5R)-3-(3,4-difluoro-2-(methoxy-d3)phenyl)-N-(6-((R)-2-amino-1-hydroxyethyl)pyridin-3-yl)-4,5-dimethyl-5-(trifluoromethyl)tetrahydrofuran-2-carboxamide FC=1C(=C(C=CC1F)[C@H]1[C@@H](O[C@]([C@H]1C)(C(F)(F)F)C)C(=O)NC=1C=NC(=CC1)[C@@H](CN)O)OC([2H])([2H])[2H]